3-amino-N-{[4-(2-{[1-(3-fluoro-2-methylphenyl)cyclopropyl]formamido}ethyl)phenyl]methyl}pyrazine-2-carboxamide NC=1C(=NC=CN1)C(=O)NCC1=CC=C(C=C1)CCNC(=O)C1(CC1)C1=C(C(=CC=C1)F)C